C(C)(C)(C)OC(=O)N1C[C@H]([C@@H](C1)OCC1=CC=C(C=C1)C(F)(F)F)N1N=NC(=C1)C(=O)O 1-(trans-1-(tert-butoxycarbonyl)-4-(4-(trifluoromethyl)benzyloxy)pyrrolidin-3-yl)-1H-1,2,3-triazole-4-carboxylic Acid